NC1=CC=C(C=N1)C#CC1=CC=C2CN(C(C2=C1)=O)[C@@H](C(=O)NC=1SC=CN1)C1=C(C=CC(=C1)F)OC |r| (2RS)-2-(6-((6-aminopyridin-3-yl)ethynyl)-1-oxoisoindolin-2-yl)-2-(5-fluoro-2-methoxyphenyl)-N-(thiazol-2-yl)acetamide